3'-bromo-3,5-diiodo-1,1'-biphenyl BrC=1C=C(C=CC1)C1=CC(=CC(=C1)I)I